2-[1-[3-[3-[(4-methoxyphenyl)methyl]-2,4-dioxohexahydro-pyrimidin-1-yl]-1-methyl-indazol-7-yl]-4-piperidinyl]acetaldehyde COC1=CC=C(C=C1)CN1C(N(CCC1=O)C1=NN(C2=C(C=CC=C12)N1CCC(CC1)CC=O)C)=O